1-[(Sp)-2-(dicyclohexylphosphino)ferrocenyl]ethyldi-tert-butylphosphine C1(CCCCC1)P(C=1[C-](C=CC1)C(C)P(C(C)(C)C)C(C)(C)C)C1CCCCC1.[CH-]1C=CC=C1.[Fe+2]